2,4-dimethyl-5-oxo-7-((3aS,6aS)-5-(5-(trifluoromethoxy)pyridin-2-yl)hexahydropyrrolo[3,4-c]pyrrol-2(1H)-yl)-4,5-dihydrothiazolo[5,4-b]pyridine-6-carbonitrile CC=1SC=2N(C(C(=C(C2N1)N1C[C@H]2CN(C[C@@H]2C1)C1=NC=C(C=C1)OC(F)(F)F)C#N)=O)C